3-iodo-1-(triphenylmethyl)-1H-pyrazole IC1=NN(C=C1)C(C1=CC=CC=C1)(C1=CC=CC=C1)C1=CC=CC=C1